C(C)(C)(C)OOC(C)C#CC(C)OOC(C)(C)C 2,5-bis(tert-butylperoxy)-3-hexyne